OCCCC=O 4-hydroxybutanal